C(C)(=O)N1C[C@@H](CC1)NCC=1C=CC(=NC1OC)C1=C(C(=NC=C1)C=1C(=C(C=CC1)NC(C1=NC=C(C=C1)CN1CC(C1)O)=O)C)Cl (R)-N-(3-(5-(((1-acetylpyrrolidin-3-yl)amino)methyl)-3'-chloro-6-methoxy-[2,4'-bipyridin]-2'-yl)-2-methylphenyl)-5-((3-hydroxyazetidin-1-yl)methyl)picolinamide